22,32-difluoro-18-oxa-9,14,25,28,29-pentaazaheptacyclo[22.5.2.214,17.12,6.15,9.119,23.027,30]hexatriaconta-1(29),2,4,6(36),19,21,23(32),24,26,30-decaene FC1=CC=C2OC3CCN(CCCCN4CCC=5C(=CC=C(C6=NNC7=CN=C(C1=C2F)C=C67)C5)C4)CC3